BrCC(=O)C1CCC(CC1)NC(OC(C)(C)C)=O tert-butyl N-[4-(2-bromoacetyl)cyclohexyl]carbamate